N(=O)[O-].C(C#C)NC(=O)C1=CC=C(C=C1)[N+]#N 4-(prop-2-yn-1-ylcarbamoyl)benzenediazonium nitrite